NC1=CC=C(C=C1)C1=CC(=NN1)NC1=C(C=C(C=C1)O)F 4-((5-(4-aminophenyl)-1H-pyrazol-3-yl)amino)-3-fluorophenol